Lactobionic acid calcium salt C([C@@H]1[C@@H]([C@@H]([C@H]([C@@H](O1)O[C@H]([C@@H](CO)O)[C@@H]([C@H](C(=O)[O-])O)O)O)O)O)O.C([C@@H]1[C@@H]([C@@H]([C@H]([C@@H](O1)O[C@H]([C@@H](CO)O)[C@@H]([C@H](C(=O)[O-])O)O)O)O)O)O.[Ca+2]